OCCCCOC1=CC=C(C=C1)C=1OC=2C3=C(C=CC2C(C1)=O)OC(O3)(C3=CC=CC=C3)C3=CC=CC=C3 8-(4-(4-Hydroxybutoxy)phenyl)-2,2-diphenyl-6H-[1,3]dioxolo[4,5-h]chromen-6-one